13-chloro-10-(2,6-difluoro-4-{[2-(methylamino)ethyl]amino}phenyl)-8-ethyl-4-fluoro-3-methyl-6,8,10-triazatricyclo[9.4.0.02,7]pentadeca-1(11),2(7),3,5,12,14-hexaen-9-one ClC1=CC=2N(C(N(C=3N=CC(=C(C3C2C=C1)C)F)CC)=O)C1=C(C=C(C=C1F)NCCNC)F